(R)-6-fluoro-1-(3-methoxyphenyl)-4-oxo-7-(2-((pyridin-2-yloxy)methyl)pyrrolidin-1-yl)-1,4-dihydroquinoline-3-carboxylic acid FC=1C=C2C(C(=CN(C2=CC1N1[C@H](CCC1)COC1=NC=CC=C1)C1=CC(=CC=C1)OC)C(=O)O)=O